CC1=C(C(=O)O)C=C(C(=C1O)O)O methyl-3,4,5-trihydroxybenzoic acid